C1(=CC=CC=C1)N1C2=CC=CC=C2C=2C=CC(=CC12)C1=C(C2=C(OC3=C2C=C2C(=C3)C3=CC4=C(C5=C(O4)C=C(C=C5)NC5=CC=CC=C5)C=C3O2)C=C1NC1=CC=CC=C1)C1=CC=2N(C3=CC=CC=C3C2C=C1)C1=CC=CC=C1 bis(9-phenyl-9H-carbazol-2-yl)-N,N'-diphenyldibenzo[b,b']furo[2,3-f:5,4-f']bis-benzofuran-3,10-diamine